FC(CN1C[C@H](N(CC1)CC1=C2C=CN(C2=C(C=C1OC)C)C(=O)OC(C)(C)C)C1=NC(=C(C=C1)C(=O)OC)O)F tert-butyl (S)-4-((4-(2,2-difluoroethyl)-2-(6-hydroxy-5-(methoxycarbonyl)pyridin-2-yl)piperazin-1-yl)methyl)-5-methoxy-7-methyl-1H-indole-1-carboxylate